(4-(trans-4-Pentylcyclohexyl)phenyl)boronic acid C(CCCC)[C@@H]1CC[C@H](CC1)C1=CC=C(C=C1)B(O)O